(S)-N-((R)-6-bromochroman-4-yl)-2-methylpropan-2-sulfinamide BrC=1C=C2[C@@H](CCOC2=CC1)N[S@@](=O)C(C)(C)C